NC(CBr)(O)C(=O)OC(C)(C)C aminoBoc-2-bromoethanol